C(#N)/C(/C(=O)NCC1=CC=C(C=C1)N(C)C)=C\C1=CNC2=NC=CC=C21 (E)-2-cyano-N-(4-(dimethylamino)benzyl)-3-(1H-pyrrolo[2,3-b]pyridin-3-yl)acrylamide